OC1CN(CCC1)C1=NC=CC(=C1)C1=CC(=NC=C1)NC(C1=CC=C(C=C1)C)=O N-(2'-(3-hydroxypiperidin-1-yl)-[4,4'-bipyridin]-2-yl)-4-methylbenzamide